C(C1=CC=CC=C1)OC1CC(C1)C1=NC=C(C=N1)C(=O)O 2-[3-(benzyloxy)cyclobutyl]pyrimidine-5-carboxylic acid